N1=CC(=CC=C1)C=1C=C2C(=NC1)NC(=C2)C(=O)NC2CC[Si]1(CC2)CCCCC1 5-(3-pyridyl)-N-(6-silaspiro[5.5]undecan-3-yl)-1H-pyrrolo[2,3-b]pyridine-2-carboxamide